6-Chloro-4-(1,1-difluoro-2-methoxyethyl)pyridin-2-amine ClC1=CC(=CC(=N1)N)C(COC)(F)F